C(C(CCCCCC(CO)O)O)O 1,2,8,9-Nonanetetrol